1-[[3-(3-hydroxycyclobutyl)-1,2,4-oxadiazol-5-yl]methyl]-7-methyl-purin-6-one OC1CC(C1)C1=NOC(=N1)CN1C=NC=2N=CN(C2C1=O)C